ClC=1C(=C2N=C(N=C3C2=C(OC(C2C4CCC(CN32)N4C(=O)OC(C)(C)C)COCOC)N1)SC)F tert-butyl 2-chloro-1-fluoro-5-((methoxymethoxy)methyl)-12-(methylthio)-5a,6,7,8,9,10-hexahydro-5H-4-oxa-3,10a,11,13,14-pentaaza-6,9-methanonaphtho[1,8-ab]heptalene-14-carboxylate